ClC1=CC=C(C(=N1)S(=O)(=O)N)F 6-chloro-3-fluoro-pyridine-2-sulfonamide